C1(CCCC1)C(=O)Cl cyclopentylformyl chloride